(((R)-4-methylmorpholin-2-yl)methoxy)-6-oxo-1-(p-tolyl)-1,6-dihydropyridine-3-carboxylic acid methyl ester COC(=O)C1=C(N(C(C=C1)=O)C1=CC=C(C=C1)C)OC[C@H]1CN(CCO1)C